ClC1=CC=2N(C=C1)C(=CN2)C2=C1CNC(C1=C(C=C2)NC2=NC=C(C=C2)N2CCOC[C@H](C2)O)=O (S)-4-(7-chloro-imidazo[1,2-a]pyridin-3-yl)-7-((5-(6-hydroxy-1,4-oxazepan-4-yl)pyridin-2-yl)amino)isoindolin-1-one